N-(2-hydroxypropyl)carbamic acid tert-butyl ester C(C)(C)(C)OC(NCC(C)O)=O